CC1(CC2(CC(N1)(C)C)OC1(CCCCCCCCCCC1)N(C2=O)CC2CO2)C 2,2,4,4-tetramethyl-7-oxa-3,20-diaza-20-(2,3-epoxy-propyl)-dispiro-(5.1.11.2)-heneicosane-21-one